5,3,5,4'-Tetrahydroxystilbene OC1(CC(=CC(=C1)C=CC1=CC=C(C=C1)O)O)O